[N+](=[N-])=CC(CC[C@@H](C(=O)OC([C@H](CCC(C=[N+]=[N-])=O)NC([C@H](C)OC)=O)=O)NC([C@H](C)OC)=O)=O (S)-6-diazo-2-((S)-2-methoxypropanamido)-5-oxohexanoic anhydride